C1=C[C@H]([C@H](C(=C1)/C=C/C(=O)[O-])O)O The molecule is the conjugate base of 3-[(5R,6S)-5,6-dihydroxycyclohexa-1,3-dienyl]acrylic acid; major species at pH 7.3. It is a conjugate base of a 3-[(5R,6S)-5,6-dihydroxycyclohexa-1,3-dienyl]acrylic acid.